tert-butyl 3-(4-hydroxyphenyl)propanoate OC1=CC=C(C=C1)CCC(=O)OC(C)(C)C